ICC1(CC1)C#N 1-(iodomethyl)cyclopropane-1-carbonitrile